ClC=1C=C2C=NN(C2=C(C1)C(=O)OC)CC1=NC=C(N=C1)C1=CC(=CC=C1)C(F)F methyl 5-chloro-1-((5-(3-(difluoromethyl) phenyl) pyrazin-2-yl) methyl)-1H-indazole-7-carboxylate